1-Tert-butyl N-[2-[[1-[4-[3-[(4-methoxyphenyl)methyl]-2,4-dioxo-hexahydropyrimidin-1-yl]phenyl]-4-piperidyl]methoxy]ethyl]carbamate COC1=CC=C(C=C1)CN1C(N(CCC1=O)C1=CC=C(C=C1)N1CCC(CC1)COCCNC(OC(C)(C)C)=O)=O